N(=O)[O-].N(=O)[O-].[Cu+2] copper (II) dinitrite